6-amino-2-[4-amino-4-(hydroxymethyl)piperidin-1-yl]-5-(2,3-dichlorophenyl)pyrimidine-4-carboxamide NC1=C(C(=NC(=N1)N1CCC(CC1)(CO)N)C(=O)N)C1=C(C(=CC=C1)Cl)Cl